1-[4-(cyanomethyl)-1-[(4-methoxyphenyl)methyl]-4-piperidyl]-3-(cyclopropanecarbonylamino)pyrazole-4-carboxamide C(#N)CC1(CCN(CC1)CC1=CC=C(C=C1)OC)N1N=C(C(=C1)C(=O)N)NC(=O)C1CC1